NC=1N=CC(=NC1C)C#CC=1C(=C(C=CC1F)NS(=O)(=O)C=1C(=NC2=C(C1)C(=CC=C2)Cl)C)F N-(3-((5-amino-6-methylpyrazin-2-yl)ethynyl)-2,4-difluorophenyl)-5-chloro-2-methylbenzopyridine-3-sulfonamide